N-(4-(2-(((1r,4r)-4-(Dimethylamino)cyclohexyl)amino)-8-isopropyl-7-oxo-7,8-dihydropyrido[2,3-d]pyrimidin-6-yl)-2-fluorophenyl)-1-(4-fluorophenyl)methanesulfonamide CN(C1CCC(CC1)NC=1N=CC2=C(N1)N(C(C(=C2)C2=CC(=C(C=C2)NS(=O)(=O)CC2=CC=C(C=C2)F)F)=O)C(C)C)C